Methyl 4-[(1S)-1-[[1-[2-(3-methoxyphenoxy)ethylamino]cyclohexanecarbonyl]amino]ethyl]benzoate COC=1C=C(OCCNC2(CCCCC2)C(=O)N[C@@H](C)C2=CC=C(C(=O)OC)C=C2)C=CC1